(2S)-2-[(tert-butyldimethylsilyl)oxy]propanal [Si](C)(C)(C(C)(C)C)O[C@H](C=O)C